2-[(10S)-4-(2-hydroxyphenyl)-1,5,6,8,12-pentazatricyclo[8.4.0.02,7]tetradeca-2,4,6-trien-12-yl]-1-piperazin-1-yl-ethanone OC1=C(C=CC=C1)C=1C=C2N3CCN(C[C@@H]3CNC2=NN1)CC(=O)N1CCNCC1